C(#N)C=1C(=NC(=CC1C(F)(F)F)C(F)(F)F)N1N=C(C=C1)C(=O)N(C)C1=CC=C(C=C1)F 1-(3-cyano-4,6-bis(trifluoromethyl)pyridin-2-yl)-N-(4-fluorophenyl)-N-methyl-1H-pyrazole-3-carboxamide